FC1=C(OCCC2=CN=NN2CCCCNC2=CC3=C(N=NN(C3=O)C3C(NC(CC3)=O)=O)C=C2)C(=CC=C1F)C=1N=C(SC1)N1CCOCC1 3-(6-((4-(5-(2-(2,3-difluoro-6-(2-morpholinothiazol-4-yl)phenoxy)ethyl)-1H-1,2,3-triazol-1-yl)butyl)amino)-4-oxobenzo[d][1,2,3]triazin-3(4H)-yl)piperidine-2,6-dione